C[C@@H]1C(N(C[C@@H](O1)C)CC1=NOC(=N1)C1=C(C(=C(C(=C1)F)F)OCC1=CC=C(C=C1)OC)F)=O (2R,6S)-2,6-dimethyl-4-((5-(2,4,5-trifluoro-3-((4-methoxybenzyl)oxy)phenyl)-1,2,4-oxadiazol-3-yl)methyl)morpholin-3-one